C1(=CC=C(C=C1)C1=CC=CC=C1)N 4,4'-biphenylamine